isoxazole-4-carboxylate O1N=CC(=C1)C(=O)[O-]